tert-butyl (2-(4,4-difluorocyclohexyl)-4-(tetrahydro-2H-pyran-2-yl)pyridin-3-yl)carbamate FC1(CCC(CC1)C1=NC=CC(=C1NC(OC(C)(C)C)=O)C1OCCCC1)F